1-[(4-methyl-1H-imidazol-2-yl)methyl]-2'-(quinolin-3-yl)-5',6'-dihydrospiro[azetidine-3,4'-pyrrolo[1,2-b]pyrazole] CC=1N=C(NC1)CN1CC2(CCN3N=C(C=C32)C=3C=NC2=CC=CC=C2C3)C1